FC(=C(CC1=NSC(=N1)NC(=O)C1=CSC(=C1)C1=CC(=CC=C1)OC(F)(F)F)C)F N-(3-(3,3-difluoro-2-methylallyl)-1,2,4-thiadiazol-5-yl)-5-(3-(trifluoromethoxy)phenyl)thiophene-3-carboxamide